BrC=1C=C2C(N(C(=NC2=CC1F)[C@H](CCC)N1CCN(C[C@@H](C1)C)C)CC)=O 6-bromo-2-((S)-1-((S)-4,6-dimethyl-1,4-diazepan-1-yl)butyl)-3-ethyl-7-fluoroquinazolin-4(3H)-one